1-(2-chloromethylphenyl)-3-(m-tolyl)imidazolin-2-one ClCC1=C(C=CC=C1)N1C(N(CC1)C=1C=C(C=CC1)C)=O